C(C)OC1=CC=NC=2N1N=C(C2C2=NC=C(N=C2)OCC(C(F)(F)F)(F)F)SCC 7-ethoxy-2-(ethylthio)-3-(5-(2,2,3,3,3-pentafluoropropoxy)pyrazin-2-yl)pyrazolo[1,5-a]pyrimidine